Cl.Cl.N1=CC=C(C=C1)C12CC(C1)(C2)N 3-(4-pyridyl)bicyclo[1.1.1]pentan-1-amine dihydrochloride